4-[5-(aminomethyl)pyrimidin-2-yl]-3-[2-methyl-5-(2-methyl-1,3-thiazol-4-yl)pyrazol-3-yl]oxybenzonitrile NCC=1C=NC(=NC1)C1=C(C=C(C#N)C=C1)OC=1N(N=C(C1)C=1N=C(SC1)C)C